CC1=C(C=C(C=C1)NC(=O)C1CCCC1)N1C(=NC=C1)C=1NC=NC1C N-[4-methyl-3-(5'-methyl-1H,3'H-2,4'-biimidazol-1-yl)phenyl]cyclopentanecarboxamide